[N+](=O)([O-])C=1C=C(C(=CC1)C=1C(=CC(=CC1)[N+](=O)[O-])C(=O)O)C(=O)O 4,4'-dinitro-[1,1'-biphenyl]-2,2'-dicarboxylic acid